(R)-1'-(2-(5-Amino-3-(3,3-difluorocyclobutyl)-1H-pyrazol-1-yl)acetyl)-6-chloro-5-fluorospiro[benzo[d][1,3]oxazine-4,3'-pyrrolidin]-2(1H)-one NC1=CC(=NN1CC(=O)N1C[C@@]2(CC1)C1=C(NC(O2)=O)C=CC(=C1F)Cl)C1CC(C1)(F)F